5-cyclopropyl-4H-1,2,4-triazol C1(CC1)C=1NC=NN1